methyl 2-fluoro-4-(1-methyl-4-(trifluoromethyl)-1H-imidazol-2-yl)benzoate FC1=C(C(=O)OC)C=CC(=C1)C=1N(C=C(N1)C(F)(F)F)C